N-(4-(4-amino-1-(6-(piperazin-1-yl)pyridin-3-yl)-1H-pyrazolo[3,4-d]pyrimidin-3-yl)benzyl)-5-fluoro-2-methoxybenzamide NC1=C2C(=NC=N1)N(N=C2C2=CC=C(CNC(C1=C(C=CC(=C1)F)OC)=O)C=C2)C=2C=NC(=CC2)N2CCNCC2